N-(1-cyanocyclopropyl)-3-(5-(difluoromethyl)-1,3,4-thiadiazol-2-yl)-7-(4-(isopropylsulfonyl)piperazin-1-yl)-1-(2,2,2-trifluoroethyl)-1H-indazole-5-sulfonamide C(#N)C1(CC1)NS(=O)(=O)C=1C=C2C(=NN(C2=C(C1)N1CCN(CC1)S(=O)(=O)C(C)C)CC(F)(F)F)C=1SC(=NN1)C(F)F